Cl.C1(CC1)CN1C(=CC=2C1=NC=CC2)C2=NC1=C(N2C)C(=CC(=C1)C(=O)N1C[C@@H](C[C@@H](C1)NC)O)OC |o1:28,30| rel-(3R,SR)-1-{2-[1-(cyclopropylmethyl)-1H-pyrrolo[2,3-b]pyridin-2-yl]-7-methoxy-1-methyl-1H-1,3-benzodiazole-5-carbonyl}-5-(methylamino)piperidin-3-ol hydrochloride